2-(3,5-dimethylphenyl)-pyridine CC=1C=C(C=C(C1)C)C1=NC=CC=C1